CC([O-])C.[Ti+4].CNC(COC1=CC=CC=C1)C1=CC=NC=C1.CC([O-])C.CC([O-])C.CC([O-])C N-methyl-2-phenoxy-1-(4-pyridyl)ethanamine Titanium isopropoxide